3-[1,3-dihydro-1-oxo-5-(5-phenyl-4-oxazolyl)-2H-isoindol-2-yl]-2,6-piperidinedione O=C1N(CC2=CC(=CC=C12)C=1N=COC1C1=CC=CC=C1)C1C(NC(CC1)=O)=O